FCS(=O)(=O)[N-]S(=O)(=O)CF.[Li+] lithium bis(fluoromethanesulfonyl)amide